C(C)(C)(C)OC(=O)N1CCN(CC1)C=1C=C2C(=CN(C(C2=CC1)=O)C)I 4-(4-iodo-2-methyl-1-oxo-1,2-dihydroisoquinolin-6-yl)piperazine-1-carboxylic acid tert-butyl ester